3,6-Di-t-butylcarbazole C(C)(C)(C)C=1C=CC=2NC3=CC=C(C=C3C2C1)C(C)(C)C